N-(1-(aminomethyl)cyclobutyl)-2-methyl-5-((2-(trifluoromethyl)pyridin-3-yl)methoxy)-benzofuran-3-carboxamide NCC1(CCC1)NC(=O)C1=C(OC2=C1C=C(C=C2)OCC=2C(=NC=CC2)C(F)(F)F)C